FC1=C(C(=O)C2=CC=C(C(=O)O[C@H]3[C@@H](CN(CC3)C)NC(=O)C3=CC=NC=C3)C=C2)C(=CC=C1OC)OC (3R,4R)-1-methyl-3-(pyridine-4-amido)piperidin-4-yl 4-(2-fluoro-3,6-dimethoxybenzoyl)benzoate